3-[4-[3-(2-chlorophenyl)-2,4,5-trioxoimidazolidin-1-yl]-2-oxopyrrolidin-1-yl]benzonitril ClC1=C(C=CC=C1)N1C(N(C(C1=O)=O)C1CC(N(C1)C=1C=C(C#N)C=CC1)=O)=O